O=C1C=2C=CC(=C(C2CCC1)C(F)(F)F)C#N 5-oxo-1-(trifluoromethyl)-5,6,7,8-tetrahydronaphthalene-2-carbonitrile